BrC=1SC(=C(N1)CO[Si](C)(C)C(C)(C)C)C 2-bromo-4-({[tert-butyl-(dimethyl)silyl]oxy}methyl)-5-methyl-1,3-thiazole